3-[4-(5-benzylpyrimidin-2-yl)-1,4-diazepan-1-yl]-7-(1-methyl-1H-pyrazol-4-yl)imidazo[1,2-b]pyridazine C(C1=CC=CC=C1)C=1C=NC(=NC1)N1CCN(CCC1)C1=CN=C2N1N=CC(=C2)C=2C=NN(C2)C